FC(C=1C=C(C=C(C1)C(F)(F)F)NC([C@H](CC1=CC=CC=C1)NC(C1=C(C=CC(=C1)Cl)O)=O)=O)(F)F (S)-N-(1-((3,5-Bis(trifluoromethyl)phenyl)amino)-1-oxo-3-phenylpropan-2-yl)-5-chloro-2-hydroxybenzamide